BrC1=CC(N(C=C1C1=CC(=CC=C1)CO)C)=O 4-bromo-5-(3-(hydroxymethyl)phenyl)-1-methylpyridin-2(1H)-one